C1CCC2=C(C=3CCCC3C=C12)NC(=O)N=S(=O)(N)C=1SC=C(C1)C(C)(C)O N'-(1,2,3,5,6,7-hexahydro-s-indacen-4-ylcarbamoyl)-4-(2-hydroxypropan-2-yl)thiophene-2-sulfonimidamide